[Al].[Fe].[Ni] nickel iron aluminum salt